FC1=C(C(=O)N2[C@@H]3CN([C@H](C2)C3)C(=O)OC(C)(C)C)C=C(C=C1)CC1=NNC(C3=CC=CC=C13)=O tert-butyl (1S,4S)-5-(2-fluoro-5-((4-oxo-3,4-dihydrophthalazin-1-yl) methyl) benzoyl)-2,5-diazabicyclo[2.2.1]heptane-2-carboxylate